NCCC(CCC)N 1,3-diamino-hexane